N-(5-hydroxypyridin-2-yl)-4-phenylpiperazine-1-carboxamide OC=1C=CC(=NC1)NC(=O)N1CCN(CC1)C1=CC=CC=C1